C(CCCCC)(=O)N1[C@@H](CC(C1)O)CO caproyl-4-hydroxyprolinol